NCC1=C(C=2N=CC=NC2C(=C1)C1=CC=C(C=C1)OC(F)(F)F)C#N 6-(aminomethyl)-8-(4-(trifluoromethoxy)phenyl)quinoxaline-5-carbonitrile